ClC=1N=CC=C2C=C(C=3N(C12)N=C(N3)C)C(=O)N 9-chloro-2-methyl-[1,2,4]triazolo[1,5-a][1,7]naphthyridine-4-carboxamide